5-(2-(2-ethylhexanoyloxy)ethoxy)phenol C(C)C(C(=O)OCCOC=1C=CC=C(C1)O)CCCC